1-{(1S,4S)-5-[4-({(1R)-1-[3-(1,1-difluoro-2-hydroxy-2-methylpropyl)-2-fluorophenyl]ethyl}amino)-2-methylpyrido[2,3-d]pyrimidin-6-yl]-2,5-diazabicyclo[2.2.1]heptan-2-yl}ethan-1-one FC(C(C)(C)O)(F)C=1C(=C(C=CC1)[C@@H](C)NC=1C2=C(N=C(N1)C)N=CC(=C2)N2[C@@H]1CN([C@H](C2)C1)C(C)=O)F